ClC1=NC=C(C=N1)CN1C=CC=C2C1=NC(N(C2=O)C2=C(C=CC=C2F)F)=O 8-((2-chloropyrimidin-5-yl)methyl)-3-(2,6-difluorophenyl)pyrido[2,3-d]pyrimidine-2,4(3H,8H)-dione